2,2-Difluoro-1-(4-(methyl-d3)phenyl)ethan-1-one FC(C(=O)C1=CC=C(C=C1)C([2H])([2H])[2H])F